9-hydroxy-12-[4-(thian-4-yl)phenyl]-4-thia-2,12-diazatricyclo[7.3.0.03,7]dodeca-1,3(7),5-trien-8-one OC12C(C=3C=CSC3N=C2N(CC1)C1=CC=C(C=C1)C1CCSCC1)=O